C(CCCCCCC)(=O)OCC(OC(CCCCCCC)=O)CO 1,2-dioctanoylglycerol